NCCNC1=CC=C(C2=CC=CC=C12)/N=N/C1=CC=C(C=C1)S(=O)(=O)N 4-[(E)-{4-[(2-Aminoethyl)amino]naphthalen-1-yl}diazenyl]-benzene-1-sulfonamide